4-((1-(4-cyanophenyl)piperidin-4-yl)thio)-1H-1,2,3-triazole-5-carboxylic acid 2,2,2-trifluoroacetate FC(C(=O)O)(F)F.C(#N)C1=CC=C(C=C1)N1CCC(CC1)SC=1N=NNC1C(=O)O